[Cl-].C(C(=C)C)(=O)OCC[N+](C)(C)C {2-(methacryloyloxy)ethyl}trimethylammonium chloride